CC=1CN(C(NN1)=O)N(S(=O)=O)CCC N-(6-methyl-3-oxo-2,3-dihydro-1,2,4-triazin-4(5H)-yl)N-propylsulfonamide